1-(1-(1H-indol-5-yl)ethyl)-N5-((1R,5S,6r)-3-oxabicyclo[3.1.0]hexan-6-yl)-N3-methyl-1H-pyrazole-3,5-dicarboxamide N1C=CC2=CC(=CC=C12)C(C)N1N=C(C=C1C(=O)NC1[C@H]2COC[C@@H]12)C(=O)NC